Cl.[N+](=O)([O-])C1=CC=C(C=C1)N1CCC(CC1)N (4-nitrophenyl)piperidine-4-amine hydrochloride